C(C)(C)(C)OC(=O)N1C[C@@H]2COCC3=C(N2CC1)N=C(C=C3)OCC3=C(C=NC=C3)F (R)-2-((3-fluoropyridin-4-yl)methoxy)-7a,8,10,11-tetrahydro-5H-pyrazino[2,1-c]pyrido[2,3-e][1,4]oxazepine-9(7H)-carboxylic acid tert-butyl ester